C(C)C1(CCC1)C(=O)N(C)C1=CC(=C(C=C1)C1=NC=2C=CNC(C2C(=C1)NC1=NC=C(C=C1)N1CCNCC1)=O)F 1-ethyl-N-[3-fluoro-4-[5-oxo-4-[(5-piperazin-1-yl-2-pyridyl)amino]-6H-1,6-naphthyridin-2-yl]phenyl]-N-methyl-cyclobutane-carboxamide